ClC=1C=CC2=C(N=C(O2)C23CC(C2)(C3)NC(=O)C=3OC(=CC3)CS(=O)(=NC(C(F)(F)F)=O)C)C1 N-[3-(5-chloro-1,3-benzoxazol-2-yl)-1-bicyclo[1.1.1]pentanyl]-5-[[S-methyl-N-(2,2,2-trifluoroacetyl)sulfonimidoyl]methyl]furan-2-carboxamide